1,2,3-trimethyl-4,9-dioxo-4,9-dihydro-1H-naphtho[2,3-d]imidazole CN1C(N(C2=C1C(C1=CC=CC=C1C2=O)=O)C)C